2,2-dimethyl-1-(p-tolyl)but-3-en-1-one CC(C(=O)C1=CC=C(C=C1)C)(C=C)C